4-chloro-1-methyl-6-nitroquinolin-2(1H)-one ClC1=CC(N(C2=CC=C(C=C12)[N+](=O)[O-])C)=O